C1(CC1)N1C(N(C=2C(C1=O)=C(N(C(C2C)=O)C)NC2=C(C=C(C=C2)I)F)C=2C=C(C=CC2)NC(C)=O)=O N-(3-{3-cyclopropyl-5-[(2-fluoro-4-iodophenyl)amino]-6,8-dimethyl-2,4,7-trioxo-1H,2H,3H,4H,6H,7H-pyrido[4,3-d]pyrimidin-1-yl}phenyl)acetamide